5-(1-(2-(3-aminopropoxy)-4-(1-isopropyl-4-(trifluoromethyl)-1H-imidazol-2-yl)benzyl)-1H-pyrazolo[3,4-d]pyrimidin-6-yl)-6-cyclopropylpyrimidin-4-ol NCCCOC1=C(CN2N=CC=3C2=NC(=NC3)C=3C(=NC=NC3C3CC3)O)C=CC(=C1)C=1N(C=C(N1)C(F)(F)F)C(C)C